N[C@@H]1[C@@H](OCC12CCN(CC2)C=2N(C(C1=C(N2)NN=C1C#CC=1C(=NC=CC1)N)=O)C)C 6-((3S,4S)-4-amino-3-methyl-2-oxa-8-azaspiro[4.5]decan-8-yl)-3-((2-aminopyridin-3-yl)ethynyl)-5-methyl-1,5-dihydro-4H-pyrazolo[3,4-d]pyrimidin-4-one